C(C1=CC=CC=C1)C(CNC(=O)N1CC(OCC1)C1=CC(=C(C=C1)F)F)CO N-(2-benzyl-3-hydroxy-propyl)-2-(3,4-difluorophenyl)morpholine-4-carboxamide